ClC=1C=CC(=NC1)C=1C(=C2C=CC=NC2=CC1)C(F)(F)F 6-(5-chloropyridin-2-yl)-5-(trifluoromethyl)quinolin